N-decyl-N',N'-dibutylurea C(CCCCCCCCC)NC(=O)N(CCCC)CCCC